FC(C1=C(C#N)C=CC=C1)(F)F 2-(trifluoroMethyl)benzonitrile